(5R)-5-[4-[2-[[2-(chloromethyl)-3-fluoro-propyl]amino]ethoxy]phenyl]-8-(trifluoromethyl)-5H-benzopyrano[4,3-c]quinolin-2-ol ClCC(CNCCOC1=CC=C(C=C1)[C@H]1OC2=C(C=CC(=C2)C(F)(F)F)C=2C=NC=3C=C(C=CC3C21)O)CF